(E)-4-(Dimethylamino)-1-(4-((3-methyl-4-((6-methylpyridin-3-yl)oxy)phenyl)amino)-6,7-dihydro-5H-pyrimido[5',4':4,5]thieno[2,3-c]azepin-8(9H)-yl)but-2-en-1-one CN(C/C=C/C(=O)N1CC2=C(CCC1)C1=C(S2)N=CN=C1NC1=CC(=C(C=C1)OC=1C=NC(=CC1)C)C)C